8,8'-((3-(1H-Imidazol-1-Yl)Propyl)Azanediyl)Bis(N,N-Didecyloctanamide) N1(C=NC=C1)CCCN(CCCCCCCC(=O)N(CCCCCCCCCC)CCCCCCCCCC)CCCCCCCC(=O)N(CCCCCCCCCC)CCCCCCCCCC